ClC=1C=C(C(=C(C1)O)C1=CC2=C(N=N1)N(C=N2)CC2CCN(CC2)C)C 5-Chloro-3-methyl-2-{7-[(1-methylpiperidin-4-yl)methyl]-7H-imidazo[4,5-c]pyridazin-3-yl}phenol